(2R,4R)-6-chloro-N-{3-[3-(4-chloro-3-fluorophenyl)-1H-pyrrol-1-yl]bicyclo[1.1.1]pentan-1-yl}-4-hydroxy-3,4-dihydro-2H-1-benzopyran-2-carboxamide ClC=1C=CC2=C([C@@H](C[C@@H](O2)C(=O)NC23CC(C2)(C3)N3C=C(C=C3)C3=CC(=C(C=C3)Cl)F)O)C1